C(C)C=1C(=C(C=CC1)O)C 3-ethyl-2-methylphenol